ClCCC[C@@]1(N(C[C@H](C1)OCC1=CC(=CC=C1)I)C(=O)OC(C)(C)C)C(=O)OC 1-(tert-butyl) 2-methyl (2S,4S)-2-(3-chloropropyl)-4-((3-iodobenzyl)oxy)pyrrolidine-1,2-dicarboxylate